C(C)(C)(C)C1N(CCN(C1)C1=CC=2N(C(NC(C2N=C1)=O)=O)CC1=CC=C(C=C1)Cl)C(=O)O.C(C=C)(=O)NNC(CN)=O (N-acrylamido)glycinamide tert-Butyl-4-(1-[(4-chlorophenyl)methyl]-2,4-dioxo-pyrido[3,2-d]pyrimidin-7-yl)piperazine-1-carboxylate